(E)-N'-methoxy-N'-methyl-but-2-enediamide CON(C(/C=C/C(=O)N)=O)C